P(=O)([O-])([O-])[O-].N1C=CC=C1.[Na+].[Na+].[Na+] sodium azole phosphate